(S)-4-(8-(4-((4-(4-cyclopropyl-1,2,3,4-tetrahydroquinoxaline-1-carbonyl)thiazolidine-3-yl)methyl)-2,5-dimethoxybenzyl)-2-oxo-1-oxo-3,8-diazaspiro[4.5]dec-3-yl)benzoic acid C1(CC1)N1CCN(C2=CC=CC=C12)C(=O)[C@@H]1N(CSC1)CC1=CC(=C(CN2CCC3(CN(C(C3=O)=O)C3=CC=C(C(=O)O)C=C3)CC2)C=C1OC)OC